benzyl(4-hydroxy-phenyl)sulfonium C(C1=CC=CC=C1)[SH+]C1=CC=C(C=C1)O